C(C=C)(=O)OCCN1C([C@H]2[C@H]3CC[C@@H]([C@H]2C1=O)C3)=O 2-propenoic acid, 2-[(3aR,4R,7S,7aS)-octahydro-1,3-dioxo-4,7-methano-2H-isoindol-2-yl]ethyl ester